(2-methylquinolin-6-yl)(4-morpholinopiperidin-1-yl)methanone CC1=NC2=CC=C(C=C2C=C1)C(=O)N1CCC(CC1)N1CCOCC1